N1=C(C=CC=C1)[C@H](C)N1C=NC(=C1)C(=O)O 1-[(1S)-1-(2-pyridinyl)ethyl]-1H-imidazole-4-carboxylic acid